3-((1-((benzyloxy)methyl)cyclopropyl)sulfonyl)oxetane-3-carboxylate C(C1=CC=CC=C1)OCC1(CC1)S(=O)(=O)C1(COC1)C(=O)[O-]